(4-bromo-1-methyl-1H-indazol-3-yl)acetonitrile BrC1=C2C(=NN(C2=CC=C1)C)CC#N